Cl[Si]1(C2=C(C=3C1=CC1=C(C4=C(O1)C=CC=C4)C3)C=CC=C2)Cl 7,7-dichloro-7H-benzo[b]benzo[4,5]silolo[3,2-f]benzofuran